O=C(CCCCCCCCCCCCCCCCC(=O)[O-])CCCCCCCCCCCCCCCCC(=O)[O-] 2-oxopropane-1,3-diyldipalmitate